1-{2-(4-methoxyphenyl)ethenyl}-3,5-bis(trichloromethyl)-s-triazine COC1=CC=C(C=C1)C=CN1CN(CN(C1)C(Cl)(Cl)Cl)C(Cl)(Cl)Cl